C(C1=CC(O)=C(O)C(O)=C1)(=O)OCCCCCCCCCCCCCCCCCCCC icosyl gallate